C[C@H](CN[C@@H]([C@H]1CNC2=C(N1)N=CC=C2)C2=CC=CC=C2)C=2C=C(C=NC2)CC(=O)O 2-[5-[(1S)-1-methyl-2-[[(R)-phenyl-[(3R)-1,2,3,4-tetrahydropyrido[2,3-b]pyrazin-3-yl]methyl]amino]ethyl]-3-pyridyl]acetic acid